COC1=CC=C(CN(S(=O)(=O)C2=C(C=CC(=C2C2=NN=NN2CC2=CC=C(C=C2)OC)C2=CC=CC=3N2C=CN3)S(=O)(=O)C3CN(C3)C(=O)OC(C)(C)C)CC3=CC=C(C=C3)OC)C=C1 tert-Butyl 3-((2-(N,N-bis(4-methoxybenzyl)sulfamoyl)-4-(imidazo[1,2-a]pyridin-5-yl)-3-(1-(4-methoxybenzyl)-1H-tetrazol-5-yl)phenyl)sulfonyl)azetidine-1-carboxylate